C[C@H]1[C@H]([C@H]([C@@H]([C@@H](O1)O[C@@H]2[C@H]([C@@H](O[C@@H]([C@H]2O[C@H]3[C@@H]([C@H]([C@H]([C@H](O3)CO)O)O)O)CO)OC[C@@H]4[C@@H]([C@@H]([C@H]([C@@H](O4)O[C@H]5[C@H]([C@H](O[C@@H]([C@@H]5O)O[C@H]6[C@H](O[C@H]([C@@H]([C@H]6O)O)O[C@@H]7[C@H](OC([C@@H]([C@H]7O)O)O)CO)CO)CO)O)NC(=O)C)O[C@H]8[C@@H]([C@H]([C@H]([C@H](O8)CO)O)O)O)O)NC(=O)C)O)O)O The molecule is a branched amino octasaccharide comprising a linear hexasaccharide of beta-D-galactose, N-acetyl-beta-D-glucosamine, N-acetyl-beta-D-galactosamine, alpha-D-galactose, beta-D-galactose and D-glucose residues linked sequentially (1->4), (1->6), (1->3), (1->4) and (1->4), to the GlcNac and GalNAc residues of which are also (1->3) linked alpha-L-galactose and beta-D-galactose residues respectively. It has a role as an epitope. It is an amino octasaccharide, a galactosamine oligosaccharide and a glucosamine oligosaccharide.